4-(3-hydroxyl-propenyl)-2-trifluoromethyl-phenol OCC=CC1=CC(=C(C=C1)O)C(F)(F)F